6-chloro-1,2-diazine-3-carboxamide ClC1=CC=C(N=N1)C(=O)N